(S)- and (R)-2-((4-cyanophenethyl)amino)-2-phenyl-N-(1-phenyl-1H-pyrazol-3-yl)acetamide C(#N)C1=CC=C(CCN[C@H](C(=O)NC2=NN(C=C2)C2=CC=CC=C2)C2=CC=CC=C2)C=C1 |r|